BrC=1C=C(C(=NC1)CN1CCN2[C@@H](CC1)CN(C[C@H]2C)C2=C1C=CC=NC1=C(C=C2)C#N)F 5-[(4R,10aS)-8-[(5-bromo-3-fluoro-2-pyridyl)methyl]-4-methyl-1,3,4,6,7,9,10,10a-octahydropyrazino[1,2-d][1,4]diazepin-2-yl]quinoline-8-carbonitrile